C(C)(C)(C)OC(=O)N1CC(CC1)OC1=CC(=CC(=C1)[N+](=O)[O-])Cl 3-(3-chloro-5-nitro-phenoxy)pyrrolidine-1-carboxylic acid tert-butyl ester